COC(CCCCCCCC(CCCCCCCO)O)=O.NC1=C(C(=NN1C1CC2CC2C1)C1=CC=C(C=C1)CNC(C1=C(C=CC=C1)OC)=O)C(=O)N 5-Amino-1-(3-bicyclo[3.1.0]hexyl)-3-[4-[[(2-methoxybenzoyl)amino]methyl]phenyl]pyrazole-4-carboxamide methyl-9,16-dihydroxyhexadecanoate